4-(4-aminophenyl)-morpholine NC1=CC=C(C=C1)N1CCOCC1